3-cyano-5-(2-phenylacetamido)benzoic acid C(#N)C=1C=C(C(=O)O)C=C(C1)NC(CC1=CC=CC=C1)=O